(S)-N-(1-((1-((1H-pyrazol-4-yl)sulfonyl)-1H-pyrazol-4-yl)sulfonyl)piperidin-4-yl)-4-((tetrahydrofuran-3-yl)oxy)-5-(trifluoromethyl)pyrimidin-2-amine N1N=CC(=C1)S(=O)(=O)N1N=CC(=C1)S(=O)(=O)N1CCC(CC1)NC1=NC=C(C(=N1)O[C@@H]1COCC1)C(F)(F)F